C1(CC1)C1=NN=C(O1)[C@H]1CN(CCO1)S(=O)(=O)C1=CC=C(C=C1)C (2R)-2-(5-cyclopropyl-1,3,4-oxadiazol-2-yl)-4-(p-tolylsulfonyl)morpholine